4-(1H-1,2,4-triazol-1-yl)-3-(trifluoromethyl)aniline N1(N=CN=C1)C1=C(C=C(N)C=C1)C(F)(F)F